butyl 3-(3-methoxy-3-oxo-propoxy)azetidine-1-carboxylate COC(CCOC1CN(C1)C(=O)OCCCC)=O